C(C)(=O)NCCN(C(OC(C)(C)C)=O)CC=1C(=NC(=CC1)Cl)OC Tert-butyl (2-acetylaminoethyl)((6-chloro-2-methoxypyridin-3-yl)methyl)carbamate